N1=C(C=CC=C1)NC(=N)NC(=N)N pyridyl-biguanide